6-nitro-2-phenylindazole [N+](=O)([O-])C=1C=CC2=CN(N=C2C1)C1=CC=CC=C1